PENTANAMIDE C(CCCC)(=O)N